C=1N=CN2C1C1=CC=CC=C1[C@H]2C2C(C(COC2)(C)C)O 5-((R)-5H-imidazo[5,1-a]isoindol-5-yl)-3,3-dimethyltetrahydro-2H-pyran-4-ol